Cl.ClC=1C(=NC=CC1SC=1N=CC(=NC1)N1CCC2([C@@H]([C@@H](OC2)C)N)CC1)NC1=NC=C(C(=N1)OC[C@@H]1OCCC1)Cl (3S,4S)-8-(5-((3-chloro-2-((5-chloro-4-((R-tetrahydrofuran-2-yl)methoxy)pyrimidine-2-yl)amino)pyridin-4-yl)thio)pyrazin-2-yl)-3-methyl-2-oxa-8-azaspiro[4.5]decane-4-amine hydrochloride